N-(4-(diethylcarbamoyl)phenyl)-3-iodo-4-methoxybenzamide C(C)N(C(=O)C1=CC=C(C=C1)NC(C1=CC(=C(C=C1)OC)I)=O)CC